NC1=NC=CC2=C1C(=NN2[C@H]2C[C@@H](N(C2)C(C=C)=O)COC)C#CC2=CC1=C(N(C=N1)C1CC1)C=C2 1-((2R,4S)-4-(4-amino-3-((1-cyclopropyl-1H-benzo[d]imidazol-5-yl)ethynyl)-1H-pyrazolo[4,3-c]pyridin-1-yl)-2-(methoxymethyl)pyrrolidin-1-yl)prop-2-en-1-one